CC(C(=O)OCC=1C=NC(=C(C1Cl)C)Cl)(C(OC)OC)C1=C(C=CC=C1)OC1=NC=NC(=C1)OC1=C(C=CC=C1)C#N (4,6-dichloro-5-methylpyridin-3-yl)methanol methyl-2-[2-[6-(2-cyanophenoxy)-pyrimidin-4-yloxy]phenyl]-3,3-dimethoxypropionate